CC1=NOC(=C1C1=CC=C2C=3N([C@H](COC31)C3=NC=CC=C3)C(=N2)N2CCN(CC2)S(=O)(=O)C)C (4S)-7-(3,5-dimethylisoxazol-4-yl)-2-(4-(methylsulfonyl)piperazin-1-yl)-4-pyridin-2-yl-4,5-dihydroimidazo[1,5,4-de][1,4]benzoxazine